2-(4,4-difluoropiperidin-3-yl)acetamide FC1(C(CNCC1)CC(=O)N)F